2,5-dicarboxyl-methyl-terephthalic acid C(=O)(O)C1=C(C(=O)O)C=C(C(=C1C)C(=O)O)C(=O)O